C(C)(C)(C)OC(=O)NC1=C(SC(=C1)B1OC(C(O1)(C)C)(C)C)C(=O)OC methyl 3-((tert-butoxycarbonyl)amino)-5-(4,4,5,5-tetramethyl-1,3,2-dioxaborolan-2-yl)thiophene-2-carboxylate